(R)-4-chloro-N-(1-(6-fluoropyridin-2-yl)ethyl)-6,7-dihydro-5H-cyclopenta[d]pyrimidine-2-carboxamide ClC=1C2=C(N=C(N1)C(=O)N[C@H](C)C1=NC(=CC=C1)F)CCC2